OC1[C@H](COC1)C1=CC=C(CC=2C(NC3=CC=CC=C3C2)=O)C=C1 (S)-3-(4-(4-hydroxytetrahydrofuran-3-yl)benzyl)quinolin-2(1H)-one